C(C)(C)(C)OC(=O)N1C[C@H]2OC3=CC=CC(C4=CC=CC5=NN(C(CCCN(C([C@@H]1C2)=O)C)=C45)C)=C3 (8S,11S)-13,18-dimethyl-12-oxo-7-oxa-10,13,18,19-tetraazapentacyclo[15.6.1.12,6.18,11.020,24]hexacosane-1(23),2(26),3,5,17(24),19,21-heptaene-10-carboxylic acid tert-butyl ester